1-[6-(1-methyl-1H-pyrazol-4-yl) pyrazolo[1,5-a]pyridin-3-yl] piperazine-1-carboxylate N1(CCNCC1)C(=O)OC=1C=NN2C1C=CC(=C2)C=2C=NN(C2)C